C1(=CC=CC2=CC=CC=C12)[C@@H](C)O R-1-(naphthalene-1-yl)ethanol